5-(2-((1-((dimethylamino)methyl)cyclopropyl)methoxy)-6,8-difluoro-7-(3-(methoxymethoxy)naphthalen-1-yl)quinazolin-4-yl)-6-vinyl-2,5-diazabicyclo[2.2.2]octane-2-carboxylate CN(C)CC1(CC1)COC1=NC2=C(C(=C(C=C2C(=N1)N1C2CN(C(C1C=C)CC2)C(=O)[O-])F)C2=CC(=CC1=CC=CC=C21)OCOC)F